Methylethane-1-amine CC(C)N